N-(1-(4-amino-7-bromopyrrolo[2,1-f][1,2,4]triazin-5-yl)piperidin-3-yl)-5-chloro-3-(2-(dimethylamino)ethoxy)thiophene-2-carboxamide NC1=NC=NN2C1=C(C=C2Br)N2CC(CCC2)NC(=O)C=2SC(=CC2OCCN(C)C)Cl